C(C)(C)(C)OC(=O)N1CCC(CC1)(C#N)C=1C(=NC(=CC1)C1=C(C=CC=C1)OCC)C(=O)OC(C)(C)C tert-butyl 3-(1-(tert-butoxycarbonyl)-4-cyanopiperidin-4-yl)-6-(2-ethoxyphenyl)picolinate